NC([C@H](C)NC(C1=CC(=CC(=C1)SC(F)(F)F)Cl)=O)=O N-[(2S)-1-amino-1-oxoprop-2-yl]-3-chloro-5-[(trifluoromethyl)sulfanyl]Benzamide